1-(2-(imidazo[2,1-b]thiazole-6-carbonyl)-2-azaspiro[3.3]heptan-6-yl)-3-(3-(trifluoromethyl)phenyl)urea S1C=2N(C=C1)C=C(N2)C(=O)N2CC1(C2)CC(C1)NC(=O)NC1=CC(=CC=C1)C(F)(F)F